6-butoxy-2-[5-(6-butoxy-1-butyl-1H-benzo[cd]indol-2-ylidene)-penta-1,3-dienyl]-1-butyl-benzo[cd]indole tetrafluoroborate F[B-](F)(F)F.C(CCC)OC=1C=2C3=C(C(N(C3=CC1)CCCC)C=CC=CC=C1N(C3=CC=C(C=4C3=C1C=CC4)OCCCC)CCCC)C=CC2